FC1=C(C=CC=C1F)[C@H]1CC[C@H](N1C(=O)C1=CC=C(C=C1)C1=C(C=CC=C1)OC)C(=O)O (2S,5R)-5-(2,3-difluorophenyl)-1-(2'-methoxy-[1,1'-biphenyl]-4-carbonyl)pyrrolidine-2-carboxylic acid